3-(4-fluorophenyl)-5-nitrobenzoic acid FC1=CC=C(C=C1)C=1C=C(C(=O)O)C=C(C1)[N+](=O)[O-]